5-morpholinylpyrazol N1(CCOCC1)C1=CC=NN1